2-amino-1-methyl-4-((5,6,7,8-tetrahydroquinolin-3-yl)amino)-1H-benzo[d]imidazole-7-carbonitrile NC1=NC2=C(N1C)C(=CC=C2NC=2C=NC=1CCCCC1C2)C#N